ClC=1C=CC(=NC1)COC1=CC=CC(=N1)N[C@H]1CN(CC1)CC1=NC2=C(N1C[C@H]1OCC1)C=C(C=C2)C(=O)O 2-(((R)-3-((6-((5-chloropyridin-2-yl)methoxy)pyridin-2-yl)amino)pyrrolidin-1-yl)methyl)-1-(((S)-oxetan-2-yl)methyl)-1H-benzo[d]imidazole-6-carboxylic acid